C1(=CC=CC=C1)[Si](C1=CC=CC=C1)(C1=CC=CC=C1)C1=CC=C(C=C1)C1=CC=C(C=C1)C1=CC=C(C=C1)[Si](C1=CC=CC=C1)(C1=CC=CC=C1)C1=CC=CC=C1 bis(triphenylsilyl)-p-terphenyl